O=C1NC(CCC1N1C(C2=CC=C(C=C2C1)NCCOCCCOCCCCCOC=1C=C(C=CC1)[C@@H](C)NC(OC(C)(C)C)=O)=O)=O tert-butyl (1R)-1-(3-(5-(3-(2-(2-(2,6-dioxopiperidin-3-yl)-1-oxoisoindolin-5-ylamino)ethoxy) propoxy)pentyloxy)phenyl)ethylcarbamate